trihydroxybenzylpropenoic acid OC1=C(C(C(C(=O)O)=C)(O)O)C=CC=C1